C(N)(=O)C1=CC2=C(N(C(=N2)NC(=O)C2=CC(=NN2CC)C)C\C=C\CO)C(=C1)OCCOCCOCCC(=O)OC(C)(C)C tert-butyl (E)-3-(2-(2-((5-carbamoyl-2-(1-ethyl-3-methyl-1H-pyrazole-5-carboxamido)-1-(4-hydroxybut-2-en-1-yl)-1H-benzo[d]imidazol-7-yl)oxy)ethoxy)ethoxy)propanoate